[Si](C)(C)(C(C)(C)C)OC1(CCC1)C1=C(C=C(C=N1)NC(=O)N1C[C@](C2=C1C=NC=1N2N=C(C1)Cl)(C(F)(F)F)C)Cl (R)-N-(6-(1-((tert-butyldimethylsilyl)oxy)cyclobutyl)-5-chloropyridin-3-yl)-2-chloro-8-methyl-8-(trifluoromethyl)-7,8-dihydro-6H-pyrazolo[1,5-a]pyrrolo[2,3-e]pyrimidine-6-carboxamide